N1-[2-(didodecylamino)ethyl]-N1,N4,N4-tridodecyl-1,4-piperazinediethylamine C(CCCCCCCCCCC)N(CCN(CCN1CCN(CC1)CCN(CCCCCCCCCCCC)CCCCCCCCCCCC)CCCCCCCCCCCC)CCCCCCCCCCCC